5-bromo-3-(ethylsulfanyl)-2-[1-methyl-4-[4-(trifluoromethyl)pyridin-2-yl]imidazol-2-yl]pyridine BrC=1C=C(C(=NC1)C=1N(C=C(N1)C1=NC=CC(=C1)C(F)(F)F)C)SCC